CN1C(=NC=C1)C1=CC=2C(=NC=CC2NC(=O)C2CCC(CC2)C(C)NC(OC(C)(C)C)=O)N1COCC[Si](C)(C)C tert-butyl (1-((1r,4r)-4-((2-(1-methyl-1H-imidazol-2-yl)-1-((2-(trimethylsilyl)ethoxy)methyl)-1H-pyrrolo[2,3-b]pyridin-4-yl)carbamoyl)cyclohexyl)ethyl)carbamate